C(C)(C)(C)OC(=O)N1[C@H](CN(CC1)C1=C(C(=CC=C1)Br)OCC(C1=CC=C(C=C1)Cl)O[Si](C)(C)C(C)(C)C)C (2S)-4-(3-bromo-2-(2-((tert-butyldimethylsilyl)oxy)-2-(4-chlorophenyl)ethoxy)Phenyl)-2-methylpiperazine-1-carboxylic acid tert-butyl ester